C(C(C)C)(=O)OC1=C(C=C(C=C1C=NC=1C=NC=CC1)Br)O 4-bromo-2-hydroxy-6-((pyridin-3-ylimino)-methyl)phenyl isobutyrate